3-(2-cyanoprop-2-yl)-N-(4-methyl-3-(7-(methylamino)-1,6-naphthyridin-3-yl)phenyl)benzamide C(#N)C(C)(C)C=1C=C(C(=O)NC2=CC(=C(C=C2)C)C=2C=NC3=CC(=NC=C3C2)NC)C=CC1